4-(4-amino-6-(4-(2-fluoroacrylamido)phenyl)pyrazolo[5,1-f][1,2,4]triazin-5-yl)-2-methoxy-N-(pyridin-2-yl)benzamide NC1=NC=NN2C1=C(C(=N2)C2=CC=C(C=C2)NC(C(=C)F)=O)C2=CC(=C(C(=O)NC1=NC=CC=C1)C=C2)OC